C(C)(C)(C)OC(=O)NCCOCCOCC(=O)O 2-[2-(t-butoxycarbonylamino)ethoxy]Ethoxyacetic acid